2-(1-acryloyl-4-(7-(3,4-dihydroquinolin-1(2H)-yl)-2-(4-methyl-3-oxopiperazin-1-yl)-5,6,7,8-tetrahydroquinazolin-4-yl)piperazin-2-yl)acetonitrile C(C=C)(=O)N1C(CN(CC1)C1=NC(=NC=2CC(CCC12)N1CCCC2=CC=CC=C12)N1CC(N(CC1)C)=O)CC#N